ClC1=CC(=C(OCC2=CC=CC(=N2)OC2CCN(CC2)CC2=NC3=C(N2C[C@H]2OCC2)C=CC=C3F)C=C1)F (S)-2-((4-((6-((4-chloro-2-fluorophenoxy)methyl)pyridine-2-yl)oxy)piperidin-1-yl)methyl)-4-fluoro-1-(oxetan-2-yl-methyl)-1H-benzo[d]imidazole